ClC1=CSC=2C1=NC(=CC2OCOC)Cl 3,5-dichloro-7-(methoxymethoxy)thieno[3,2-b]pyridine